The molecule is a quercetin O-glucoside consisting of quercetin having a beta-D-xylopyranosyl-(1->3)-6-deoxy-alpha-L-mannopyranosyl-(1->6)-beta-D-glucopyranosyl residue at position 3. It is isolated from the leaves of Camellia japonica and exhibits antioxidant activity. It has a role as a metabolite and a radical scavenger. It is a quercetin O-glucoside, a trisaccharide derivative and a beta-D-glucoside. C[C@H]1[C@@H]([C@H]([C@H]([C@@H](O1)OC[C@@H]2[C@H]([C@@H]([C@H]([C@@H](O2)OC3=C(OC4=CC(=CC(=C4C3=O)O)O)C5=CC(=C(C=C5)O)O)O)O)O)O)O[C@H]6[C@@H]([C@H]([C@@H](CO6)O)O)O)O